N-[(3R,4R)-4-(pyridine-4-amido)pyrrolidin-3-yl]pyridine-4-carboxamide N1=CC=C(C=C1)C(=O)N[C@H]1[C@@H](CNC1)NC(=O)C1=CC=NC=C1